BrC1=CC(=CC=2N(C=NC21)C)C#N 4-bromo-1-methyl-1H-1,3-benzodiazole-6-carbonitrile